3-oxo-2-propionamidobutyrate O=C(C(C(=O)[O-])NC(CC)=O)C